ClC1=NC(=NC(=N1)C1=CC=CC2=CC=CC=C12)C1=CC=CC=C1 2-chloro-4-naphthyl-6-phenyl-1,3,5-triazine